(3-chloro-4-fluorophenyl)(2-methylbenzo[d]thiazol-5-yl)methanone ClC=1C=C(C=CC1F)C(=O)C=1C=CC2=C(N=C(S2)C)C1